C(C1=CC=CC=C1)N1C[C@@H](NCC1)CO (R)-(4-benzylpiperazin-2-yl)methanol